C(C)(C)C=1C=2N(C=CC1)N=C(C2)C2N(CCC1=C2N=CN1)C=1OC(=NN1)C1(CC1)C 4-(4-isopropylpyrazolo[1,5-a]pyridin-2-yl)-1,4,6,7-tetrahydro-5H-imidazo[4,5-c]pyridin-5-yl-5-(1-methylcyclopropyl)-1,3,4-oxadiazole